CC1CC=2N=CN=CC2S1 6-methyl-6,7-dihydrothieno[3,2-d]pyrimidine